3-oxo-3,4-dihydrospiro[benzo[b][1,4]oxazine-2,3'-pyrrolidine]-5'-carboxylic acid O=C1NC2=C(OC13CNC(C3)C(=O)O)C=CC=C2